3-amino-5-phenyl-1,2,4-oxadiazole NC1=NOC(=N1)C1=CC=CC=C1